2-(6,7-difluoro-3-oxo-2,3-dihydro-4H-benzo[b][1,4]thiazin-4-yl)acetic acid FC1=CC2=C(SCC(N2CC(=O)O)=O)C=C1F